C(=O)O.C(C)N(CCNC(=O)NC1=CC2=C(N3C(S2)=NC(=C3)C=3C=C(C=CC3)C)C=C1)CC 1-(2-(diethylamino)ethyl)-3-(2-(m-tolyl)benzo[d]imidazo[2,1-b]thiazol-7-yl)urea formate